CN1C=2C=CC(=NC2C(=CC1=O)N1C[C@H]([C@H](CC1)OC1=NC=C(C=N1)C(F)(F)F)C)C#N 5-Methyl-8-((3R,4S)-3-methyl-4-((5-(trifluoromethyl)pyrimidin-2-yl)oxy)piperidin-1-yl)-6-oxo-5,6-dihydro-1,5-naphthyridin-2-carbonitril